(S)-3-amino-N-(5-chloro-6-(2H-1,2,3-triazol-2-yl)pyridin-3-yl)-2,8-dimethyl-8-(trifluoromethyl)-7,8-dihydro-6H-pyrazolo[1,5-a]pyrrolo[2,3-e]pyrimidine-6-carboxamide NC=1C(=NN2C1N=CC1=C2[C@](CN1C(=O)NC=1C=NC(=C(C1)Cl)N1N=CC=N1)(C(F)(F)F)C)C